BrC(C(=O)Br)(C)C 2-Bromoisobutyryl bromide